6-(Azetidin-1-yl)-N-[2-(benzenesulfonyl)benzene-1-sulfonyl]-4-fluoro-1-benzofuran-2-carboxamide N1(CCC1)C1=CC2=C(C=C(O2)C(=O)NS(=O)(=O)C2=C(C=CC=C2)S(=O)(=O)C2=CC=CC=C2)C(=C1)F